(4-fluorobenzyl)-2-(1H-indol-7-yl)benzene-1,4-diamine FC1=CC=C(CC=2C(=C(C=CC2N)N)C=2C=CC=C3C=CNC23)C=C1